F[C@H]1C[C@H](N(C1)C(CN1CCC(CC1)NC=1C=NC2=CC=C(C=C2C1)OC)=O)C#N (2S,4S)-4-fluoro-1-[2-[4-[(6-methoxy-3-quinolyl)amino]-1-piperidyl]acetyl]pyrrolidine-2-carbonitrile